ClC=1C=C2C(=CNC2=C(C1)F)C=O 5-CHLORO-7-FLUOROINDOLE-3-CARBOXALDEHYDE